perfluoro-dimethylamine FN(C(F)(F)F)C(F)(F)F